C(C)(C)(C)OC(=O)N1C(C(CCC1)=C)=O.C(=CC)[Si](C)(C)CCCCCCCCCCCC propenyl-dodecyl-dimethylsilane tert-butyl-3-methylene-2-oxo-piperidine-1-carboxylate